[SiH4].[I].[I].[I].[I] tetraiodine Silane